butylene glycol tetraacrylate C(C=C)(=O)O.C(C=C)(=O)O.C(C=C)(=O)O.C(C=C)(=O)O.C(CCCO)O